azido disulfide N(=[N+]=[N-])SSN=[N+]=[N-]